2-(2-fluoro-4-methylphenyl)-5-[1-(benzenesulfonyl)-1H-pyrrolo[2,3-b]pyridin-4-yl]-1H-pyrrole-3-carboxylic acid methyl ester COC(=O)C1=C(NC(=C1)C1=C2C(=NC=C1)N(C=C2)S(=O)(=O)C2=CC=CC=C2)C2=C(C=C(C=C2)C)F